1-[2-(azetidin-1-yl)ethyl]-6-(o-tolyl)-3H-imidazo[4,5-b]pyridin-2-one N1(CCC1)CCN1C(NC2=NC=C(C=C21)C2=C(C=CC=C2)C)=O